5-(benzo[d]thiazol-6-yl)-N-(3-(trifluoromethyl)phenyl)-1-(6-methylpyridin-2-yl)-1H-pyrazole-3-carboxyamide S1C=NC2=C1C=C(C=C2)C2=CC(=NN2C2=NC(=CC=C2)C)CC(=O)NC2=CC(=CC=C2)C(F)(F)F